({3-bromo-4-[(2-chloro-5-fluorophenyl)carbonyl]-2-methoxy-5-nitrophenyl}methyl)(methyl)carbamic acid 2-methylpropan-2-yl ester CC(C)(C)OC(N(C)CC1=C(C(=C(C(=C1)[N+](=O)[O-])C(=O)C1=C(C=CC(=C1)F)Cl)Br)OC)=O